O=C1NC(CCC1N1C(C2=CC=C(C=C2C1=O)N1CCN(CC1)CCC1CCN(CC1)C1=CC=C(C=C1)/C(=C(\CC)/C1=CC=CC=C1)/C1=CC=C(C=C1)O)=O)=O (Z)-2-(2,6-Dioxopiperidin-3-yl)-5-(4-(2-(1-(4-(1-(4-hydroxyphenyl)-2-phenylbut-1-en-1-yl)phenyl)piperidin-4-yl)ethyl)piperazin-1-yl)isoindolin-1,3-dion